2-[2-chloro-4-(4-chlorophenoxy)phenyl]-1-(1,2,4-triazol-1-yl)propan-2-ol ClC1=C(C=CC(=C1)OC1=CC=C(C=C1)Cl)C(CN1N=CN=C1)(C)O